1-benzyl-1,2,8-triazaspiro[4.5]decan-3-one hydrochloride Cl.C(C1=CC=CC=C1)N1NC(CC12CCNCC2)=O